S1C(SCCC1)C(=O)OCC ethyl 1,3-dithiane-2-formate